N[C@H]1CC=CC[C@@H]1C1=C(C2=NC(=CC(=C2S1)NCC=1OC=CC1)Cl)Cl 2-((1S,6S)-6-aminocyclohex-3-en-1-yl)-3,5-dichloro-N-(furan-2-ylmethyl)thieno[3,2-b]pyridin-7-amine